4-cyano-6-((5-methyl-1H-pyrazol-3-yl)amino)pyridin C(#N)C1=CC=NC(=C1)NC1=NNC(=C1)C